COC1=CC=C(C=C1)C(OC[C@H](CN1C(NC=CC1=O)=O)O)(C1=CC=CC=C1)C1=CC=C(C=C1)OC 3-[(2S)-3-[bis(4-methoxyphenyl)-phenyl-methoxy]-2-hydroxy-propyl]-1H-pyrimidine-2,4-dione